C1(CC1)N(CCC(C(=O)O)NC(C(CC)CC)=O)C1CC(C1)CCC1=NC=2NCCCC2C=C1 4-[cyclopropyl-[3-[2-(5,6,7,8-tetrahydro-1,8-naphthyridin-2-yl)ethyl]cyclobutyl]amino]-2-(2-ethylbutanoylamino)butanoic acid